C1(CC1)C1=CC=C(C=C1)N1N=C2C(CNCC3C2=C1CCN3C(=O)[O-])N3C(C=CC=C3)=O 2-(4-cyclopropylphenyl)-9-(2-oxopyridin-1(2H)-yl)-2,3,4,5a,6,7,8,9-octahydro-5H-1,2,5,7-tetraazabenzo[cd]azulene-5-carboxylate